N-(Cycloheptylmethyl)-2-[(5-fluoro-2-hydroxy-phenyl)methyl]-1H-benzimidazole-5-carboxamide C1(CCCCCC1)CNC(=O)C1=CC2=C(NC(=N2)CC2=C(C=CC(=C2)F)O)C=C1